O[C@H]1CC[C@H](CC1)OC1=CC2=C(C[C@@](O2)(C)C(C)(C)O)C=C1NC(=O)C=1C=NN2C1N=CC=C2 N-[(2S)-6-(cis-4-Hydroxycyclohexoxy)-2-(1-hydroxy-1-methyl-ethyl)-2-methyl-3H-benzofuran-5-yl]pyrazolo[1,5-a]pyrimidine-3-carboxamide